FC=1C=C(CC2=NC=CC(=C2)N2N=CC=3C(NCCC32)=O)C=C(C1)F 1-(2-(3,5-difluorobenzyl)pyridin-4-yl)-1,5,6,7-tetrahydro-4H-pyrazolo[4,3-c]pyridin-4-one